ClC1=CC=CC=2C=C(OC21)B(O)O 7-chlorobenzofuran-2-boronic acid